N-(Tris(hydroxymethyl)methyl)glycine tert-Butyl-4-[5-(2-cyclopropylethynyl)-4-formyl-pyrazol-1-yl]piperidine-1-carboxylate C(C)(C)(C)C1N(CCC(C1)N1N=CC(=C1C#CC1CC1)C=O)C(=O)O.OCC(NCC(=O)O)(CO)CO